diphenylmethylene(1-ethyl-3-t-butyl-cyclopentadienyl)(2,7-dit-butyl-fluorenyl)zirconium dichloride [Cl-].[Cl-].C1(=CC=CC=C1)C(C1=CC=CC=C1)=[Zr+2](C1=C(C=CC=2C3=CC=C(C=C3CC12)C(C)(C)C)C(C)(C)C)C1(C=C(C=C1)C(C)(C)C)CC